C[C@@H]1OCCOCCN2N=CC(C3=NNC=4C=CC(OC1)=CC34)=C2 (12S)-12-methyl-8,11,14-trioxa-4,5,19,20-tetraazatetracyclo[13.5.2.12,5.018,21]tricosa-1(20),2(23),3,15(22),16,18(21)-hexaene